N-[6-(difluoromethyl)-2-pyridyl]-2-[4-[[4-[4-[(2,6-dioxo-3-piperidyl)amino]-2-fluoro-phenyl]-1-piperidyl]methyl]cyclohexyl]-7-isopropoxy-imidazo[1,2-a]pyridine-6-carboxamide FC(C1=CC=CC(=N1)NC(=O)C=1C(=CC=2N(C1)C=C(N2)C2CCC(CC2)CN2CCC(CC2)C2=C(C=C(C=C2)NC2C(NC(CC2)=O)=O)F)OC(C)C)F